C1OCC12CCN(CC2)C2CCC(CC2)NC=2C=1C=C(N(C1C=CC2)CC(F)(F)F)I N-((1R,4R)-4-(2-oxa-7-azaspiro[3.5]nonan-7-yl)cyclohexyl)-2-iodo-1-(2,2,2-trifluoroethyl)-1H-indol-4-amine